4-[[(2S)-1,4-dioxan-2-yl]methoxy]-1-methyl-9-[1-(2,2,2-trifluoroacetyl)azetidin-3-yl]oxy-6,7-dihydrobenzo[a]quinolizin-2-one O1[C@@H](COCC1)COC=1N2CCC3=C(C2=C(C(C1)=O)C)C=CC(=C3)OC3CN(C3)C(C(F)(F)F)=O